1-Nonyl-4-ethylpiperidinium acetate C(C)(=O)[O-].C(CCCCCCCC)[NH+]1CCC(CC1)CC